1,1-bis(4-hydroxy-3-(1-methylethyl)phenyl)-1-phenylethane OC1=C(C=C(C=C1)C(C)(C1=CC=CC=C1)C1=CC(=C(C=C1)O)C(C)C)C(C)C